ClC1=C(C(=O)NC2=C(C=C(C(=O)O)C=C2)OCOC)C=CC=C1 4-(2-chlorobenzoylamino)-3-(methoxymethoxy)benzoic acid